pyrrolidinyl-butyramide N1(CCCC1)C(C(=O)N)CC